CC=1C(=NC(=NC1)C=1N(C=NC1)C)C(=O)NC1CCC(CC1)O 5-Methyl-2-(3-methylimidazol-4-yl)-N-[(1r,4r)-4-hydroxycyclohexyl]pyrimidine-4-carboxamide